8-tetrahydrofuranyloxycarbonyltetracyclo[4.4.0.12,5.17,10]-3-dodecene O1C(CCC1)OC(=O)C1C2C3C4C=CC(C3C(C1)C2)C4